N1=CC=C(C=C1)C1=NC=C(C=N1)OC1CNCC1 3-((2-(pyridin-4-yl)pyrimidin-5-yl)oxy)pyrrolidin